Cl.ClC=1C=C2C(=NN(C2=CC1[N+]#[C-])COCC[Si](C)(C)C)C1=CC(=C2CCNCC2=C1)C 7-(5-chloro-6-isocyano-1-((2-(trimethylsilyl)ethoxy)methyl)-1H-indazol-3-yl)-5-methyl-1,2,3,4-tetrahydroisoquinoline hydrochloride